2,4-bis(fluoromethyl)biphenyl FCC1=C(C=CC(=C1)CF)C1=CC=CC=C1